N-(4-phenanthryl)-2,4-dimethylaniline C1=CC=C(C=2C3=CC=CC=C3C=CC12)NC1=C(C=C(C=C1)C)C